2-methyl-1-(2,2,2-trifluoroethyl)-1H-indole-3-carboxylic acid CC=1N(C2=CC=CC=C2C1C(=O)O)CC(F)(F)F